3-(cyclohex-1-en-1-yl)-7-methoxy-6-(4-methoxyphenyl)-2-phenylpyrazolo[1,5-a]pyrimidin-5-amine C1(=CCCCC1)C=1C(=NN2C1N=C(C(=C2OC)C2=CC=C(C=C2)OC)N)C2=CC=CC=C2